C(C#C)N1CCCCC1 1-propargylpiperidine